FC=1C=C(C=C(C1OCCCO)F)C=1C(CC(NN1)=O)C 6-[3,5-difluoro-4-(3-hydroxypropoxy)phenyl]-5-methyl-4,5-dihydro-2H-pyridazin-3-one